N-acetyl-3-methyl-1,4-diazabicyclo[4.3.0]nonane-2,5-dione C(C)(=O)N1C(C(N2CCCC2C1=O)=O)C